azetamine N1=C(C=C1)N